NC1=NC=CC=C1NC amino-3-methylaminopyridine